N-(3-(4-(4-((2,4-dimethoxybenzyl)amino)thieno[3,2-d]pyrimidin-7-yl)-3-methyl-1H-pyrazol-1-yl)-4-methylphenyl)-3-(trifluoromethyl)benzamide COC1=C(CNC=2C3=C(N=CN2)C(=CS3)C=3C(=NN(C3)C=3C=C(C=CC3C)NC(C3=CC(=CC=C3)C(F)(F)F)=O)C)C=CC(=C1)OC